CC1(O[C@@H]2[C@@H](CN(C2=O)C=C)O1)C (3aR,6aR)-2,2-dimethyl-5-vinyl-dihydro-3aH-[1,3]dioxolo[4,5-c]pyrrol-4(5H)-one